(2R,5S)-2,5-dimethyl-1-(3-methyl-1-(4-(trifluoromethyl)phenyl)butyl)piperazine hydrochloride Cl.C[C@H]1N(C[C@@H](NC1)C)C(CC(C)C)C1=CC=C(C=C1)C(F)(F)F